6-(4-Amino-2,6-dichlorobenzyl)-2-cyclopropylpyridazin-3(2H)-one NC1=CC(=C(CC=2C=CC(N(N2)C2CC2)=O)C(=C1)Cl)Cl